1,3-P-MENTHADIEN-7-AL CC(C)C1=CC=C(CC1)C=O